ClC1=C(C=CC=C1C1=C(C(=NC=C1)C1=CC=2CCCC(C2C=C1)=O)Cl)C1=CC=C(C(=N1)OC)CN(C(OC(C)(C)C)=O)C[C@H]1NC(CC1)=O tert-butyl (S)-((6-(2-chloro-3-(3-chloro-2-(5-oxo-5,6,7,8-tetrahydronaphthalen-2-yl)pyridin-4-yl)phenyl)-2-methoxypyridin-3-yl)methyl)((5-oxopyrrolidin-2-yl)methyl)carbamate